C1(=CC=CC=C1)S(=O)(=O)C1=[N+](ON=C1)[O-] 3-benzenesulfonyl-1,2,5-oxadiazole 2-oxide